3-{[(2E)-3-(2-fluorobenzenesulfonyl)prop-2-en-1-yl]carbamoyl}-2-oxo-1,2,5,6,7,8-hexahydro-1,6-naphthyridine-6-carboxylic acid tert-butyl ester C(C)(C)(C)OC(=O)N1CC=2C=C(C(NC2CC1)=O)C(NC\C=C\S(=O)(=O)C1=C(C=CC=C1)F)=O